ClC1=NC=C2N(C(N(C2=N1)C1CCN(CC1)C(=O)OC(C)(C)C)=O)C tert-Butyl 4-(2-chloro-7-methyl-8-oxo-7,8-dihydro-9H-purin-9-yl)piperidine-1-carboxylate